1,4-bis[tris(trimethylsiloxy)silyl]-2-butene C[Si](O[Si](CC=CC[Si](O[Si](C)(C)C)(O[Si](C)(C)C)O[Si](C)(C)C)(O[Si](C)(C)C)O[Si](C)(C)C)(C)C